(S)-(1-iodopropan-2-yl)carbamic acid tert-butyl ester C(C)(C)(C)OC(N[C@H](CI)C)=O